5,7-di-tert-butyl-2-phenylbenzoxazole C(C)(C)(C)C=1C=C(C2=C(N=C(O2)C2=CC=CC=C2)C1)C(C)(C)C